tert-Butyl 3-(6-aminopyridazin-3-yl)-8-azabicyclo[3.2.1]oct-2-ene-8-carboxylate NC1=CC=C(N=N1)C1=CC2CCC(C1)N2C(=O)OC(C)(C)C